FC(OC1=NC=CC(=C1)CNC(=O)NCC(C(F)(F)F)OC)F 1-[[2-(difluoro-methoxy)pyridin-4-yl]methyl]-3-(3,3,3-trifluoro-2-methoxypropyl)urea